1-isopropyl-[1]benzopyrano[3,4-d]imidazol-4(1H)-one C(C)(C)N1C=NC2=C1C1=C(OC2=O)C=CC=C1